C(C1=CC=CC=C1)SC(=S)NN=C(C)C1=NC=CC=C1.OC1=C(C=C(C=C1)C(C)(C)C1=CC(=C(C=C1)O)C)C 2,2-Bis(4-hydroxy-3-methylphenyl)propane Benzyl-2-[1-(2-pyridinyl)ethylidene]hydrazinecarbodithioate